2,4-dichloro-6-{n-butyl-(2,2,6,6-tetramethyl-piperidin-4-yl)-amino}-[1,3,5]triazine ClC1=NC(=NC(=N1)Cl)N(C1CC(NC(C1)(C)C)(C)C)CCCC